BrC1=C(C=C(OCC2=C(C=NN2C2=C(C=CC=C2Cl)Cl)C2CC2)C=C1)Cl 5-((4-bromo-3-chlorophenoxy)methyl)-4-cyclopropyl-1-(2,6-dichlorophenyl)-1H-pyrazole